C(#N)C=1C=CC(=C(C1)C1=CC(=NC=C1C(=O)NC=1SC2=NC(=CC=C2N1)C1=CC=C(C=C1)C#N)C(F)(F)F)OC 4-(5-cyano-2-methoxyphenyl)-N-(5-(4-cyanophenyl)thiazolo[5,4-b]pyridin-2-yl)-6-(trifluoromethyl)nicotinamide